isopropyl-tert-butylbis(ethoxymethyl)silane C(C)(C)[Si](COCC)(COCC)C(C)(C)C